[C@H]12C(C[C@H](CC1)C2)NCC2=CC(=NC=C2)NC=2SC1=C(N2)C=CC(=C1)C=1C=NNC1C N-(4-(((1S,4R)-bicyclo[2.2.1]heptan-2-ylamino)methyl)pyridin-2-yl)-6-(5-methyl-1H-pyrazol-4-yl)benzo[d]thiazol-2-amine